ClC=1C=C(C=CC1F)N(C(C)=O)C1=NC=CC(=C1)NC(CC1=C(C=C(C=C1)F)Cl)=O N-(3-chloro-4-fluorophenyl)-N-{4-[2-(2-chloro-4-fluorophenyl)acetylamino]pyridin-2-yl}acetamide